3-(4-Nitrophenyl)-4-phenyl-1,14-dioxadispiro[4.1.57.25]tetradec-3-en-2-on [N+](=O)([O-])C1=CC=C(C=C1)C=1C(OC2(C1C1=CC=CC=C1)CC1(CCCCC1)CO2)=O